tert-butyl [(5-amino-2-fluorophenyl)methyl][5-(pyrimidin-2-yl)pyridin-3-yl]carbamate NC=1C=CC(=C(C1)CN(C(OC(C)(C)C)=O)C=1C=NC=C(C1)C1=NC=CC=N1)F